2-(2,4-Bis(trifluoromethyl)phenyl)-N-(4-fluorophenyl)-N-((5-(1-methyl-1H-pyrazol-3-yl)-1,3,4-oxadiazol-2-yl)methyl)acetamide FC(C1=C(C=CC(=C1)C(F)(F)F)CC(=O)N(CC=1OC(=NN1)C1=NN(C=C1)C)C1=CC=C(C=C1)F)(F)F